C1(CC1)CN1C(=CC=2C1=NC(=CC2)N(S(=O)(=O)C)C(F)F)C2=NC1=C(N2C)C(=CC(=C1)C(=O)N1CC2(C1)NCCC2)OC N-(1-(cyclopropylmethyl)-2-(7-methoxy-1-methyl-5-(2,5-diazaspiro[3.4]octane-2-carbonyl)-1H-benzo[d]imidazol-2-yl)-1H-pyrrolo[2,3-b]pyridin-6-yl)-N-(difluoromethyl)methanesulfonamide